2-[(3R)-1-[(2R)-2-[[5-(2-chloro-4-fluoro-phenyl)-1,8-naphthyridin-2-yl]oxy]propanoyl]-3-piperidyl]acetic acid ClC1=C(C=CC(=C1)F)C1=C2C=CC(=NC2=NC=C1)O[C@@H](C(=O)N1C[C@H](CCC1)CC(=O)O)C